2-((2R,3R,4R,5R)-3,4-dihydroxy-5-(hydroxymethyl)-3-methyltetrahydrofuran-2-yl)-1,2,4-triazine O[C@]1([C@@H](O[C@@H]([C@H]1O)CO)N1NC=CN=C1)C